N-[2-(5-bromopyridin-2-yl)spiro[3.3]heptan-2-yl]-2-methylpropane-2-sulfinamide BrC=1C=CC(=NC1)C1(CC2(C1)CCC2)NS(=O)C(C)(C)C